C(C)(C)OC1=NC=2N(C=C1C(=O)NC=1C(N(C=CC1)[C@@H]1[C@@H](C1)F)=O)C=C(N2)C2CCNCC2 7-isopropoxy-N-[2-oxo-1-[(1S,2R)-2-fluorocyclopropyl]-3-pyridinyl]-2-(4-piperidinyl)imidazo[1,2-a]pyrimidine-6-carboxamide